IC1=CC=C(C=C1)NC(=O)N[C@H](C(=O)O)CC(C)C (2S)-2-{[(4-iodophenyl)carbamoyl]amino}-4-methylpentanoic acid